C(C)OC(=O)C1=NNC(=C1)NC(CC(=O)OCC)=O 5-(3-ethoxy-3-oxopropanamido)-1H-pyrazole-3-carboxylic acid ethyl ester